C(C)(C)(C)C1=CC=C(C=C1)C=CC(=O)C1=C(C=CC=C1)O 3-(4-Tert-butylphenyl)-1-(2-hydroxyphenyl)prop-2-en-1-one